3-(4-(pyridin-4-ylmethyl)-1H-imidazol-2-yl)cyclobutan-1-one N1=CC=C(C=C1)CC=1N=C(NC1)C1CC(C1)=O